(2'S,7R)-2-cyclopropyl-2'-methyl-spiro[4,5-dihydrothieno[2,3-c]pyran-7,4'-piperidine] C1(CC1)C1=CC2=C(S1)[C@@]1(C[C@@H](NCC1)C)OCC2